ClC1=C(C=C(CNC(C(C)C)=O)C=C1)C=1NC(C=C(N1)C=1C=NC(=NC1)C(F)(F)F)=O N-{4-chloro-3-[6-oxo-2'-(trifluoromethyl)-1,6-dihydro[4,5']-bipyrimidin-2-yl]benzyl}isobutyramide